N-methyl-1H-pyrrolo[3,2-b]Pyridine-2-carboxamide CNC(=O)C1=CC2=NC=CC=C2N1